Potassium 3-(phenylsulfonyl)benzenesulfonate C1(=CC=CC=C1)S(=O)(=O)C=1C=C(C=CC1)S(=O)(=O)[O-].[K+]